ClC=1C=C(C=CC1Cl)S(=O)(=O)N1CCN(CC1)C[C@H](C)NC1=NC=NC2=C(C=CC=C12)C1=CC(=CC=C1)CN(C)C N-[(2S)-1-[4-(3,4-dichlorobenzenesulfonyl)piperazin-1-yl]propan-2-yl]-8-{3-[(dimethylamino)methyl]phenyl}quinazolin-4-amine